NCC(=O)NC1=CC=C(CN2C(N(CC2)C=2C=C(C=NC2)NC2=CC=C(C=N2)C2=CC=C(C(=O)N(C)C)C=C2)=O)C=C1 4-(6-((5-(3-(4-(2-aminoacetamido)-benzyl)-2-oxoimidazolidin-1-yl)pyridin-3-yl)amino)pyridin-3-yl)-N,N-dimethyl-benzamide